[Cl-].C(CCC)[N+]1(CCN(CC1)CCCC)CCCC 1,1,4-tributyl-piperazinium chloride